methyl 1-[(2-chlorophenyl) methyl]-1,2,4-triazole-3-carboxylate ClC1=C(C=CC=C1)CN1N=C(N=C1)C(=O)OC